C(C)(C)(C)OC(=O)N(C1CCN(CC1)C=1C=2N(C(=C(C1)F)C(=O)O)N=C(C2)C)C2CC2 4-[4-[tert-butoxycarbonyl(cyclopropyl)amino]-1-piperidyl]-6-fluoro-2-methyl-pyrazolo[1,5-a]pyridine-7-carboxylic acid